C1(CC1)N(C(=O)C12CC(C1)(C2)O)C N-cyclopropyl-3-hydroxy-N-methylbicyclo[1.1.1]pentane-1-carboxamide